4,6-dibenzyloxy-2-chloro-1,3,5-triazine C(C1=CC=CC=C1)OC1=NC(=NC(=N1)OCC1=CC=CC=C1)Cl